N,N'-bis(3-methylenehepta-4,6-dien-1-yl)hexahydropyrroloisoquinoline C=C(CCN1CC2=C3C(CCC2CC1)N(C=C3)CCC(C=CC=C)=C)C=CC=C